N-(S-(3-Cyanophenyl)-N-(2,4,4-trimethylpentan-2-yl)sulfinimidoyl)-4-nitrobenzenesulfonamide C(#N)C=1C=C(C=CC1)S(=NC(C)(CC(C)(C)C)C)NS(=O)(=O)C1=CC=C(C=C1)[N+](=O)[O-]